(2-dibutylamino-1,1-diethyl-ethyl)(ethyldimethylsilyl)amine C(CCC)N(CC(CC)(CC)N[Si](C)(C)CC)CCCC